C(C)(C)(C)OC(C1=C(C=C(C(=C1)F)F)CCCCCOS(=O)(=O)C1=CC=C(C)C=C1)=O 4,5-difluoro-2-(5-(p-toluenesulfonyloxy)pentyl)benzoic acid tert-butyl ester